COC(CNC(C(C(C(C)C)NC(=O)[C@H]1N(CCC1)C([C@@H](CC1CCCCC1)NC(=O)C1=CC2=CC=CC=C2C=C1)=O)=O)=O)=O (3-((S)-1-((R)-2-(2-naphthoylamino)-3-cyclohexylpropionyl)pyrrolidine-2-carboxamido)-4-methyl-2-oxovaleryl)glycine methyl ester